COC(C1=CC(=NC=C1N(C(C(C1=CC=CC=C1)C1=CC=CC=C1)=O)C)Br)=O 2-bromo-5-(N-methyl-2,2-diphenylacetamido)isonicotinic acid methyl ester